ClC=1C(=C(C(=CC1)N1N=NN=C1)C1=CC(N2[C@@H](CCC2C1)C=1NC(=CN1)C1=C(C(=[N+](C=C1)[O-])CO)F)=O)F 4-(2-((3S)-7-(3-chloro-2-fluoro-6-(1H-tetrazol-1-yl)phenyl)-5-OXO-1,2,3,5,8,8a-hexahydroindolizin-3-yl)-1H-imidazol-5-yl)-3-fluoro-2-(hydroxymethyl)pyridine 1-oxide